C(C)(C)(C)N1C(=CC=C1C)CC 1-tert-butyl-2-ethyl-5-methyl-1H-pyrrole